C(C)(C)(C)OC(=O)N1C(C2(C1)CNC2)C=2C=NC(=CC2)[N+](=O)[O-] (6-nitropyridin-3-yl)-2,6-diazaspiro[3.3]heptane-2-carboxylic acid tert-butyl ester